CC(C(=O)OCC1CO1)(C(C(C)C)C)C glycidyl 2,2-dimethyl-3-methyl-4-methylpentanoate